FC1=CC=C(C=C1)C1=NOC(=C1COC1=NC=2CCN(CC2C=C1)C(=O)C1COCC1)C 2-{[3-(4-fluorophenyl)-5-methyl-1,2-oxazol-4-yl]methoxy}-6-(oxolane-3-carbonyl)-5,6,7,8-tetrahydro-1,6-naphthyridine